S1C=CC2=C1C1=CC(=CC=C1C=C2)B(O)O Naphtho[2,1-d]Thiophene-8-yl-boronic acid